tert-Butyl (R)-5-((1-methylpyrrolidin-3-yl)oxy)isoindoline-2-carboxylate CN1C[C@@H](CC1)OC=1C=C2CN(CC2=CC1)C(=O)OC(C)(C)C